(1R,4R)-N-[3-(5-fluoropyrimidin-2-yl)-4-methylphenyl]-1-(2-methylpyrazol-3-yl)bicyclo[2.1.1]hexane-5-carboxamide FC=1C=NC(=NC1)C=1C=C(C=CC1C)NC(=O)C1[C@@H]2CC[C@]1(C2)C=2N(N=CC2)C